C(C)(C)C1=CC=C(C=C1)NC(=O)C1=CC(=NC2=CC(=CC=C12)OC)C1=CC=CC=C1 N-(4-isopropylphenyl)-7-methoxy-2-phenylquinoline-4-carboxamide